C(C)(C)(C)OC(=O)N(C(OC(C)(C)C)=O)C1=C2C=CN=C(C2=CC=C1)C tert-Butyl (tert-butoxycarbonyl)(1-methylisoquinolin-5-yl)carbamate